ClC(=O)N([C@H]1CN(CCC1)C(=O)OC(C)(C)C)C1=NC=CC2=CC=CC(=C12)C tert-butyl (R)-3-((chlorocarbonyl)(8-methylisoquinolin-1-yl)amino)piperidine-1-carboxylate